C(N)(=O)C=1C=C(CNC(=O)C=2C=CC3=C(N(C(=N3)C3=CC(=CC=C3)Cl)[C@@H]3C[C@@H](CC3)C(NC)=O)C2)C=CC1 N-(3-carbamoylbenzyl)-2-(3-chlorophenyl)-1-((1S,3R)-3-(methylcarbamoyl)cyclopentyl)-1H-benzo[d]imidazole-6-carboxamide